CC1=C(C(=O)NC2(CC2)C2=CC(=NC3=CC=CC=C23)C=2C=NN(C2)C)C=C(C=C1)N1C[C@H](NCC1)C (R)-2-methyl-N-(1-(2-(1-methyl-1H-pyrazol-4-yl)quinolin-4-yl)cyclopropyl)-5-(3-methylpiperazin-1-yl)benzamide